N-(4-Amino-1H-pyrazolo[4,3-c]pyridin-7-yl)-2-oxo-2-[rac-(2S,5R)-2-(3,5-dichlorophenyl)-5-methyl-1-piperidyl]acetamide NC1=NC=C(C2=C1C=NN2)NC(C(N2[C@@H](CC[C@H](C2)C)C2=CC(=CC(=C2)Cl)Cl)=O)=O |r|